C(C)(C)(C)OC(=O)N1C2CC(C1)(C2)C=2NC(C1=C(N2)N=CC=C1)=O 4-(4-oxo-3,4-dihydropyrido[2,3-d]pyrimidin-2-yl)-2-azabicyclo[2.1.1]hexane-2-carboxylic acid tert-butyl ester